(1aR,5aR)-2-(2,4-Difluoro-phenyl)-1a,2,5,5a-tetrahydro-1H-2,3-diaza-cyclopropa[a]pentalene-4-carboxylic acid (1-pyridin-4-yl-cyclobutyl)-amide N1=CC=C(C=C1)C1(CCC1)NC(=O)C=1C=2C[C@@H]3[C@H](C2N(N1)C1=C(C=C(C=C1)F)F)C3